(3,5-difluoro-[1,1'-biphenyl]-4-yl)methanol FC=1C=C(C=C(C1CO)F)C1=CC=CC=C1